1H-PYRAZOL-1-YLACETIC ACID N1(N=CC=C1)CC(=O)O